4-(4,6-diphenyl-1,3,5-triazin-2-yl)-[1,1'-biphenyl]-2-carbonitrile C1(=CC=CC=C1)C1=NC(=NC(=N1)C1=CC=CC=C1)C=1C=C(C(=CC1)C1=CC=CC=C1)C#N